2,6-di-tert-butyl-4-methylphenol aluminum [Al].C(C)(C)(C)C1=C(C(=CC(=C1)C)C(C)(C)C)O